C(C=C)[C@@]1([C@H](O)[C@H](O)[C@@H](CO)O1)N1C=NC=2C(NC)=NC=NC12 allyl-N6-methyladenosine